iron-nickel alloyl-nitrogen C(C=C)(=O)[N].[Ni].[Fe]